ClC=1C2=C(N=CN1)N(C=C2)[C@H]2[C@@H]([C@@H]([C@H](C2)CN(C(CC2NC(CC2)=O)=O)CC#CC=2C=C(C(=O)N)C=CC2)O)O 3-(3-(N-(((1R,2R,3S,4R)-4-(4-chloro-7H-pyrrolo[2,3-d]pyrimidin-7-yl)-2,3-dihydroxycyclopentyl)methyl)-2-(5-oxopyrrolidin-2-yl)acetamido)prop-1-yn-1-yl)benzamide